tris[3,3-bis(trifluoromethyl)phenyl]gallium FC(C1(CC(=CC=C1)[Ga](C=1CC(C=CC1)(C(F)(F)F)C(F)(F)F)C=1CC(C=CC1)(C(F)(F)F)C(F)(F)F)C(F)(F)F)(F)F